CC=1C(=C(N)C(=CC1)C)[N+](=O)[O-] 3,6-dimethyl-2-nitroaniline